(2-(methylthio)pyridin-4-yl)ethan-1-amine CSC1=NC=CC(=C1)C(C)N